BrC=1C=C(C=CC1C(=O)OC)C1C(CN(CC1)C1CC(C1)OC1CCN(CC1)C(=O)OC(C)(C)C)(F)F tert-butyl 4-[3-[4-(3-bromo-4-methoxy carbonyl-phenyl)-3,3-difluoro-1-piperidyl]cyclobutoxy]piperidine-1-carboxylate